ClC1=CC=C(C=C1)C=1C=C2C(=NC1)NN=C2C(=O)C=2C(=C(C(=CC2)F)NS(=O)(=O)C)F N-(3-(5-(4-chlorophenyl)-1H-pyrazolo[3,4-b]pyridine-3-carbonyl)-2,6-difluorophenyl)methanesulfonamide